N-(1-methyl-3-(4'-(oxetan-3-ylmethoxy)-4,5,5',6'-tetrahydro-2H-spiro[furan-3,8'-pyrano[3,4-b]pyridin]-2'-yl)-1H-pyrrolo[2,3-c]pyridin-5-yl)cyclopropanecarboxamide CN1C=C(C=2C1=CN=C(C2)NC(=O)C2CC2)C2=CC(=C1C(=N2)C2(OCC1)COCC2)OCC2COC2